2-(4-bromo-3-methoxyphenyl)isothiazolidine 1,1-dioxide BrC1=C(C=C(C=C1)N1S(CCC1)(=O)=O)OC